2-[4-(6-Cyclobutoxy-4-methyl-pyridin-2-yl)-2,6-difluoro-phenoxymethyl]-cyclopropanecarboxylic acid C1(CCC1)OC1=CC(=CC(=N1)C1=CC(=C(OCC2C(C2)C(=O)O)C(=C1)F)F)C